FC(OC1=CC=C(C=C1)NC(NC1CCC(CC1)OC1=CC=CC=C1)=O)(F)F 4-(((1r,4r)-4-(3-(4-(trifluoromethoxy)phenyl)ureido)cyclohexyl)oxy)benzene